ClC1=NC(=NC(=C1)OC)NC(=O)NS(=O)(=O)C1=C(C(=O)OCC)C=CC=C1 ethyl 2-[[[[(4-chloro-6-methoxy-2-pyrimidinyl)amino]carbonyl]amino]sulfonyl]benzoate